ClC1=C2C=N[C-]=NC2=CC(=C1)C=1C=NN(C1)C 5-chloro-7-(1-methyl-1H-pyrazol-4-yl)quinazolineid